2-(1-tetrahydropyran-2-ylpyrazol-4-yl)quinoxaline O1C(CCCC1)N1N=CC(=C1)C1=NC2=CC=CC=C2N=C1